C(C)(C)(C)C=1C=C(CN(C(CN(S(=O)(=O)C2=C(C(=C(C(=C2F)F)F)F)F)CC2=C(C=CC=C2)F)=O)C2=CC(=C(C(=O)O)C=C2N(C)C)F)C=C(C1)C1CC1 4-(N-(3-(tert-butyl)-5-cyclopropylbenzyl)-2-(N-(2-fluorobenzyl)-(2,3,4,5,6-pentafluoro-phenyl)sulfonamido)acetamido)-5-(dimethylamino)-2-fluorobenzoic acid